3-isopropyl-5-methoxy-1H-indole C(C)(C)C1=CNC2=CC=C(C=C12)OC